(2S,3R)-1-(4-(4-(1-amino-3,3-difluorocyclobutyl)phenyl)-7,7-difluoro-6,7-dihydro-5H-cyclopenta[d]pyrimidin-2-yl)-2-methylazetidin-3-ol NC1(CC(C1)(F)F)C1=CC=C(C=C1)C=1C2=C(N=C(N1)N1[C@H]([C@@H](C1)O)C)C(CC2)(F)F